ClC1=NN(C(C2=CC=CC=C12)=O)C1=CC=C(C=C1)F 4-chloro-2-(4-fluorophenyl)phthalazin-1(2H)-one